2-[5-(difluoromethyl)-1,3,4-thiadiazol-2-yl]indazole-6-sulfonyl chloride FC(C1=NN=C(S1)N1N=C2C=C(C=CC2=C1)S(=O)(=O)Cl)F